1-(azepan-1-yl)pentan N1(CCCCCC1)CCCCC